Cl.ClC=1C2=C(N=CN1)NC(=C2)C2=CC=C(C=C2)CN2CCC(CC2)OC2CCNCC2 4-Chloro-6-(4-((4-(piperidin-4-yloxy)piperidin-1-yl)methyl)phenyl)-7H-pyrrolo[2,3-d]pyrimidine hydrochloride salt